C(C)(C)(C)[S@](=O)N[C@H](C1=CC=2N(N=C1)C=C(N2)[C@H](C2CCC(CC2)(F)F)NC(OC(C)(C)C)=O)C2(CC2)C#N |o1:7| tert-butyl ((S)-(7-((R*)-(((S)-tert-butylsulfinyl)amino)(1-cyanocyclopropyl)methyl)imidazo[1,2-b]pyridazin-2-yl)(4,4-difluorocyclohexyl)methyl)carbamate